COC(=O)C=1C=CC(=C(C1)N[C@H]1CN(CC1)C(=O)OC(C)(C)C)[N+](=O)[O-] tert-butyl (R)-3-((5-(methoxycarbonyl)-2-nitrophenyl)amino)pyrrolidine-1-carboxylate